methyl 3-(4-benzylsulfanylpyrazol-1-yl)-3-methylbutanoate C(C1=CC=CC=C1)SC=1C=NN(C1)C(CC(=O)OC)(C)C